BrC=1C=C(C(=NC1)NCCCN(C)C)NS(=O)(=O)C N-(5-Bromo-2-((3-(dimethylamino)propyl)amino)pyridin-3-yl)methanesulfonamide